2,4-Dibromophenol BrC1=C(C=CC(=C1)Br)O